ClCCNC(=O)NC=1C=NC(=CC1)C(F)(F)F 1-(2-chloroethyl)-3-(6-(trifluoromethyl)pyridin-3-yl)urea